N1(CCCCC1)C1CC(C1)N1C(=CN2C1SC1=C2C=CC=C1)C=1C=C(C=CC1)C N-((1r,3r)-3-(piperidin-1-yl)cyclobutyl)-2-(m-tolyl)benzo[d]imidazo[2,1-b]thiazole